C(C)(C)(C)C=1C=C(C(=O)OC2=C(C=C(C=C2)C(C)(C)C)C(C)(C)C)C=C(C1O)C(C)(C)C 2,4-dit-butylphenyl 3,5-di-t-butyl-4-hydroxybenzoate